n-dodecyl acrylate (lauryl acrylate) C(CCCCCCCCCCC)C(C(=O)O)=C.C(C=C)(=O)OCCCCCCCCCCCC